4-(2-hydroxyethoxy)phenyl-2-methylbenzophenone OCCOC1=CC=C(C=C1)C=1C(=C(C(=O)C2=CC=CC=C2)C=CC1)C